CC1=CC=NC(=C1)C(F)(F)F 4-methyl-6-trifluoromethyl-pyridin